3-(2,6-difluoro-4-pyridinyl)-6-[(1,1-dimethylethyl)sulfonyl]-7-ethoxyimidazo[1,2-a]pyridine FC1=NC(=CC(=C1)C1=CN=C2N1C=C(C(=C2)OCC)S(=O)(=O)C(C)(C)C)F